CC1(C2=CC=CC=C2NC=2C=CC(=CC12)C(=O)NCCNC)C 9,9-dimethyl-N-(2-(methylamino)ethyl)-9,10-dihydroacridine-2-carboxamide